C[N-]C(C)=O N-methyl-acetylamide